dimethyl (methylthiophosphonate) CP(OC)(OC)=S